C1=C(C=CC2=CC=CC=C12)[As]=O naphthalen-2-yl(oxo)arsine